C(C1=CC=CC=C1)OC1=C(C=CC(=C1)F)B(O)O (2-(benzyloxy)-4-fluorophenyl)boronic acid